C1(=CC(=CC=C1)C1=NN(C=C1)C1=CC=CC(=N1)N)C 6-(3-(m-tolyl)-1H-pyrazol-1-yl)pyridin-2-amine